Methyl (S)-2-(4-(6-((2-bromo-4-(trifluoromethyl)benzyl)oxy)pyridin-2-yl)-2,5-difluorobenzyl)-1-(4,4-dimethyltetrahydrofuran-3-yl)-1H-benzo[d]imidazole-6-carboxylate BrC1=C(COC2=CC=CC(=N2)C2=CC(=C(CC3=NC4=C(N3[C@@H]3COCC3(C)C)C=C(C=C4)C(=O)OC)C=C2F)F)C=CC(=C1)C(F)(F)F